CC(C1=CC=C(C=C1)O)C1=C(C(=C(C(=C1)C(C1=CC=C(C=C1)O)C)O)O)O 4,6-bis(α-methyl-4-hydroxybenzyl)-1,2,3-benzenetriol